C1(=CC=C(C=C1)P(C1=CC=C(C=C1)C)C1=CC=C(C=C1)C)C.C1(=CC=C(C=C1)P(C1=CC=C(C=C1)C)C1=CC=C(C=C1)C)C.[Pd+2] palladium (II) bis(tri-p-tolylphosphine)